7-fluoro-6-(r-(2-methoxyethyl)-[1,4'-bipiperidin]-4-yl)-1-methyl-2-(4-(methylsulfonyl)phenyl)-1H-benzo[d]imidazole FC1=C(C=CC2=C1N(C(=N2)C2=CC=C(C=C2)S(=O)(=O)C)C)C2C[C@@H](N(CC2)C2CCNCC2)CCOC